FC1=C(C=C(C=C1C)C1=C(C=CC=C1C)C)[C@H](CC(=O)O)NC([C@H](CC(C)C)N1N=C(C=C(C1=O)C)CCN1CC2(CC2)C1)=O (S)-3-(4-fluoro-2',5,6'-trimethyl-[1,1'-biphenyl]-3-yl)-3-((S)-2-(3-(2-(5-Azaspiro[2.3]hexane-5-yl)ethyl)-5-methyl-6-oxopyridazin-1(6H)-yl)-4-Methylvalerylamino)propionic acid